C(C)(C)OC1=C(C=C(C=C1)C(C(=O)OC)=O)[N+](=O)[O-] Methyl 2-(4-isopropoxy-3-nitrophenyl)-2-oxoacetate